CN([NH3+])C N-(dimethylamino)ammonium